C(C=C)(=O)OCCCCOC1=CC(=C(C(=O)OC2=C(C=C(C=C2)OC(C2=CC=C(C=C2)OCCCCOC(C=C)=O)=O)OC(C)C)C=C1)C 4-({4-[4-(acryloyloxy)butoxy]benzoyl}oxy)-2-(propan-2-yloxy)phenyl 4-[4-(acryloyl-oxy)butoxy]-2-methylbenzoate